2-(1H-Indazol-5-yl)-7-nitroquinazoline N1N=CC2=CC(=CC=C12)C1=NC2=CC(=CC=C2C=N1)[N+](=O)[O-]